N1CC(OCC1)CC1(NC(=NC(=N1)NC1=CC=NC=C1)C1=CC=CC=C1)N 2-(morpholin-2-ylmethyl)-6-phenyl-N4-(pyridin-4-yl)-1,3,5-triazine-2,4-diamine